CN1N=C(C(=C1)B1OC(C(O1)(C)C)(C)C)C 1,3-dimethyl-4-(tetramethyl-1,3,2-dioxaborolan-2-yl)-1H-pyrazole